C(CCCCCCC\C=C/CCCCCCCC)(=O)C(C(COC(CN(C)C)=O)C(CCCCCCC\C=C/CCCCCCCC)=O)=O 1,2-dioleoyl-oxo-3-(dimethylamino)acetoxypropane